NC(C(=O)NCC1=CC=C(C=C1)C=C)CC1=CC=CC=C1 2-amino-3-phenyl-N-(4-vinylbenzyl)propanamide